OC=1C=C(C2=CC=CC=C2C1)C1=CC=C2C(=CNC2=C1)C1CN(C1)C(C=C)=O 1-(3-(6-(3-hydroxynaphthalen-1-yl)-1H-indol-3-yl)azetidin-1-yl)prop-2-en-1-one